ClC1=CC(=C(C=C1)C1=NC(=CC2=C1N=C(N(C2=O)C)C(F)F)N2C[C@H](OCC2)C2=CC(=NC=C2)C)F 8-(4-chloro-2-fluoro-phenyl)-2-(difluoromethyl)-3-methyl-6-[(2R)-2-(2-methyl-4-pyridyl)morpholino]pyrido[3,4-d]pyrimidin-4-one